OC1=C(C=O)C(=CC(=C1O)O)O 2,3,4,6-Tetrahydroxybenzaldehyd